OC1=CC=C(C=C1)NC1=CC(OC2=C1C=C(C=C2)[N+](=O)[O-])=O 4-((4-hydroxyphenyl)amino)-6-nitro-2H-benzopyran-2-one